ethyl 2-(6-fluoro-5-((2-(imino(methylthio)methyl)pyridin-4-yl)oxy)-1-tosyl-1H-indol-4-yl)acetate FC1=C(C(=C2C=CN(C2=C1)S(=O)(=O)C1=CC=C(C)C=C1)CC(=O)OCC)OC1=CC(=NC=C1)C(SC)=N